C(#N)C1=C(C(=CC=C1)F)C1(CC1)C(=O)N[C@H](C(=O)O)CCN(CCCCC1=NC=2NCCCC2C=C1)C[C@@H](CF)OC (S)-2-(1-(2-cyano-6-fluorophenyl)cyclopropane-1-carboxamido)-4-(((S)-3-fluoro-2-methoxypropyl)(4-(5,6,7,8-tetrahydro-1,8-naphthyridin-2-yl)butyl)amino)butanoic acid